5-methyl-5-(selenocyanatomethyl)indolo[2,1-a]isoquinolin-6(5H)-one CC1(C(N2C(C=3C=CC=CC13)=CC=1C=CC=CC12)=O)C[Se]C#N